6-(4-acetylpiperazin-1-yl)-N-phenylpropyl-N-methyl-3,4-dihydroisoquinoline-2(1H)-methanesulfonamide C(C)(=O)N1CCN(CC1)C=1C=C2CCN(CC2=CC1)CS(=O)(=O)N(C)CCCC1=CC=CC=C1